ClC1=NC=CC=C1C1=C2C=3C=CC(=CC3C(C2=CC=C1)(C1=CC=CC=C1)C1=CC=CC=C1)C#N 5-(2-chloropyridin-3-yl)-9,9-diphenyl-9H-fluorene-2-carbonitrile